7-((2-butyl-6,7-dichloro-2-cyclopentyl-1-oxo-2,3-dihydro-1H-inden-5-yl)oxy)heptanoic acid C(CCC)C1(C(C2=C(C(=C(C=C2C1)OCCCCCCC(=O)O)Cl)Cl)=O)C1CCCC1